C(C1=CN=CC=C1)(=O)N syn-nicotinamide